[F-].C[NH+]1C(CCC1)CCCC Methyl-2-butylpyrrolidinium fluoride